OC1=C(C=C(C=C1)[C@H](CN[C@@H](CC1=CC=C(C=C1)OC)C)O)NC=O N-[2-hydroxy-5-[(1R)-1-hydroxy-2-[[(1R)-2-(4-methoxyphenyl)-1-methylethyl]amino]ethyl]phenyl]-carboxamide